C1(=CC=C(C=C1)CN1C=CC2=C(C=CC(=C12)C(=O)NC1CC2(CC(C2)CC(=O)O)C1)F)C1=CC=CC=C1 (Sa)-2-(6-(1-([1,1'-biphenyl]-4-ylmethyl)-4-fluoro-1H-indole-7-carboxamido)spiro[3.3]heptan-2-yl)acetic acid